5-chloro-2-hydroxy-N-(4-trifluoromethyl-2-pyrimidinyl)-benzamide ClC=1C=CC(=C(C(=O)NC2=NC=CC(=N2)C(F)(F)F)C1)O